S1C=NC2=C1C=CC(=C2)NC2=CC=NC1=CC=C(C=C21)C2=C(C=C(C=C2)C(=O)N2CCNCC2)F (4-(4-(benzo[d]thiazol-5-ylamino)quinolin-6-yl)-3-fluorophenyl)(piperazin-1-yl)methanone